ClC=1C(=CC(=C(C(=O)NS(=O)(=O)C2=CC=C(C=C2)OCC2=NC=CC=C2)C1)F)OCC1CCCC1 5-chloro-4-(cyclopentylmethoxy)-2-fluoro-N-((4-(pyridin-2-ylmethoxy)phenyl)sulfonyl)benzamide